BrC1=C(C(=CC(=C1)F)C(C)C)CC(=O)O 2-[2-bromo-4-fluoro-6-(propan-2-yl)phenyl]acetic acid